FC1=CC=C(C=C1)N1C(=CC2=C1N=CN(C2=O)CC2(CCN(CC2)C(=O)N(C)C)O)C2=CC=CC=C2 4-((7-(4-fluorophenyl)-4-oxo-6-phenyl-4H-pyrrolo[2,3-d]pyrimidin-3(7H)-yl)methyl)-4-hydroxy-N,N-dimethylpiperidine-1-carboxamide